ethyl 6-(4-tert-butoxycarbonylpiperazin-1-yl)isoquinoline-3-carboxylate C(C)(C)(C)OC(=O)N1CCN(CC1)C=1C=C2C=C(N=CC2=CC1)C(=O)OCC